O1C2(OCC1)CC1(CC1CC2)CC2=C1C(NC(C1=CC=C2)=O)=O (spiro[bicyclo[4.1.0]heptane-3,2'-[1,3]dioxolan]-1-ylmethyl)isoindole-1,3-dione